(2S)-2-[(E)-(3,5-di-tertbutyl-phenyl)methyleneamino]-3,3-dimethyl-butan-1-ol C(C)(C)(C)C=1C=C(C=C(C1)C(C)(C)C)\C=N\[C@H](CO)C(C)(C)C